(Sa)-benzyl (6-(hydroxymethyl)spiro[3.3]heptan-2-yl)carbamate OCC1CC2(CC(C2)NC(OCC2=CC=CC=C2)=O)C1